CO[Cu]OC dimethoxycopper